[Si](C)(C)(C(C)(C)C)OCC1=C(C=CC=C1)C(\C=C\C1=CC(=CC(=C1)C(F)(F)F)O)=O [E]-1-[2-([tert-butyldimethylsilyloxy]methyl)phenyl]-3-(3-hydroxy-5-(trifluoromethyl)phenyl)prop-2-en-1-one